C(CC(C)C)C1OC2C(C1(O)C)CCC(C2)C 2-isopentyl-3,6-dimethyloctahydrobenzofuran-3-ol